FC(SC=1N=C2N(N1)[C@@H](C[C@@H]2F)C2=CC=CC=C2)F (5s,7s)-2-(difluoromethylthio)-7-fluoro-5-phenyl-6,7-dihydro-5H-pyrrolo[1,2-b][1,2,4]triazole